C1=CC=CC2=C1C1=C(S(O2)(=O)=O)C=CC=C1 dibenzo[c,e][1,2]oxathiane-6,6-dioxide